CN1CCC(CC1)[C@@H]1NC[C@H](CC1)C |r| rac-(2R,5S)-1',5-dimethyl-2,4'-Bipiperidine